CC1=NN(C(=C1)C)C1=NC(=CC(=N1)C)C 2-(3,5-dimethylpyrazol-1-yl)-4,6-dimethyl-pyrimidine